N-[2-(3-cyanophenyl)-1-(6-hydroxy-1,3-benzothiazol-2-yl)ethyl]benzenesulfonamide C(#N)C=1C=C(C=CC1)CC(C=1SC2=C(N1)C=CC(=C2)O)NS(=O)(=O)C2=CC=CC=C2